NC1=C(C(N(C2=CC(=CC=C12)OC(F)F)C1=C(C=C(C=C1)N)C)=O)C(=O)OC methyl 4-amino-1-(2-methyl-4-aminophenyl)-7-(difluoromethoxy)-2-oxo-1,2-dihydroquinoline-3-carboxylate